isopropyl 1-(((((2R,3S,4R,5S)-5-(4-aminopyrrolo[2,1-f][1,2,4]triazin-7-yl)-2-cyano-3,4-dihydroxytetrahydrofuran-2-yl)methoxy)(phenoxy)phosphoryl)amino)cyclobutanecarboxylate NC1=NC=NN2C1=CC=C2[C@H]2[C@@H]([C@@H]([C@@](O2)(C#N)COP(=O)(OC2=CC=CC=C2)NC2(CCC2)C(=O)OC(C)C)O)O